C(CCCCC)SCC(CCCCCC(CCCCCC(CSCCCCCC)CCCCCCCCCC(=O)[O-])O)CCCCCCCCCC(=O)[O-] 1,15-bis(hexylthio)-8-hydroxypentadecane-2,14-diylbis(decanoate)